tert-Butyl 2-(6-bromo-3-iodo-1H-indazol-1-yl)acetate BrC1=CC=C2C(=NN(C2=C1)CC(=O)OC(C)(C)C)I